N1(CCC1)C1=CC(=NC=2N1N=C(C2)Br)C(=O)O 7-(Azetidin-1-yl)-2-bromopyrazolo[1,5-a]pyrimidine-5-carboxylic acid